C(C)(CC)C1C=C(CC1)CC(C=O)C 3-(3-sec-butylcyclopent-1-en-1-yl)-2-methylpropanal